(2S,4R)-1-(2-amino-3,3-dimethylbutyryl)-4-hydroxy-N-((S)-1-(4-(4-methylthiazol-5-yl)phenyl)ethyl)pyrrolidine-2-carboxamide NC(C(=O)N1[C@@H](C[C@H](C1)O)C(=O)N[C@@H](C)C1=CC=C(C=C1)C1=C(N=CS1)C)C(C)(C)C